CC1=CC=C2CC3(CCNCC3)C(C2=C1)N 6-methyl-1,3-dihydrospiro[indene-2,4'-piperidin]-1-amine